C(C)C=1N=C(C2=C(N1)SC(=C2)C)NCCCC2=CC(=CC=C2)C(F)(F)F 2-ethyl-6-methyl-N-(3-(3-(trifluoromethyl)phenyl)propyl)thieno[2,3-d]pyrimidin-4-amine